O1COC2=C1C=CC(=C2)C=2N=C1N(C=CC(=C1)NCCF)C2 (2-Benzo[1,3]dioxol-5-yl-imidazo[1,2-a]pyridin-7-yl)-(2-fluoro-ethyl)-amine